CN1C=NC=C1C[C@@H](C(=O)O)NC(=O)CCN The molecule is a dipeptide comprising of beta-alanine and 3-methyl-L-histidine units. It has a role as an animal metabolite and a mouse metabolite. It is a beta-alanine derivative and a dipeptide. It is a tautomer of an anserine zwitterion.